4-fluorobenzyl sulphate S(=O)(=O)(OCC1=CC=C(C=C1)F)[O-]